C(C)N(CC)CC.C(CCCCCCCCCCC)S(=O)(=O)O dodecyl-sulfonic acid triethylamine salt